2-[trans-4-(cyclopropylmethoxy)cyclohexyl]isoindole-1,3-dione C1(CC1)CO[C@@H]1CC[C@H](CC1)N1C(C2=CC=CC=C2C1=O)=O